fluoropiperidine-1-carboxylate FC1N(CCCC1)C(=O)[O-]